FC(CN1CC2=C(N(C=3C=CC=CC23)C)CC1C)(C)C 2-(2-fluoro-2-methylpropyl)-3,5-dimethyl-2,3,4,5-tetrahydro-1H-pyrido[4,3-b]indole